6-(2-methoxyethoxy)benzo[d]oxazole-2-thiol COCCOC1=CC2=C(N=C(O2)S)C=C1